allyl (S)-2-((((9H-fluoren-9-yl)methoxy)carbonyl)amino)-3-(2-(bis(tert-butoxycarbonyl)amino)pyrimidin-5-yl)propanoate C1=CC=CC=2C3=CC=CC=C3C(C12)COC(=O)N[C@H](C(=O)OCC=C)CC=1C=NC(=NC1)N(C(=O)OC(C)(C)C)C(=O)OC(C)(C)C